1-(6-(2-(1H-tetrazol-5-yl)phenyl)-4-(2-(p-tolyl)acetamido)pyridin-2-yl)-N,N-diethylpiperidine-3-carboxamide N1N=NN=C1C1=C(C=CC=C1)C1=CC(=CC(=N1)N1CC(CCC1)C(=O)N(CC)CC)NC(CC1=CC=C(C=C1)C)=O